(S)-2-((1-(2-(bis(3,5-difluorophenyl)methylene)hydrazineyl)-1-oxopropan-2-yl)carbamoyl)-4-methoxypyridin-3-yl propionate C(CC)(=O)OC=1C(=NC=CC1OC)C(N[C@H](C(=O)NN=C(C1=CC(=CC(=C1)F)F)C1=CC(=CC(=C1)F)F)C)=O